C(C1=CC=C(C=C1)C1N(C1)C(=O)N)C1=CC=C(C=C1)C1N(C1)C(=O)N (methylenedi-p-phenylene)bis(aziridine-1-carboxamide)